C(C=1SC(=CN1)S(=O)(=O)Cl)([2H])([2H])[2H] 2-(methyl-d3)thiazole-5-sulfonyl chloride